6-chloro-N-(6-chloro-5-fluoro-2-methoxypyridin-3-yl)-1H-pyrrolo[2,3-b]pyridine-3-sulfonamide ClC1=CC=C2C(=N1)NC=C2S(=O)(=O)NC=2C(=NC(=C(C2)F)Cl)OC